[Si](C1=CC=CC=C1)(C1=CC=CC=C1)(C(C)(C)C)O[C@@H](CC(=O)N(C)OC)CN(C)CC (S)-3-((tert-butyldiphenylsilyl)oxy)-4-(ethyl-(methyl)amino)-N-methoxy-N-methylbutanamide